Indolium perchlorate Cl(=O)(=O)(=O)[O-].[NH2+]1C=CC2=CC=CC=C12